N(NC(=S)N)=C(C)C1=CC=CC(=N1)C(C)=NNC(=S)N 2,6-diacetylpyridine bis-thiosemicarbazone